(6-(4-((4-(1H-pyrazol-4-yl)phenyl)amino)pyrimidin-2-yl)-1H-indol-2-yl)(3-morpholino-piperidin-1-yl)methanone N1N=CC(=C1)C1=CC=C(C=C1)NC1=NC(=NC=C1)C1=CC=C2C=C(NC2=C1)C(=O)N1CC(CCC1)N1CCOCC1